COC1=C(C(=CC=C1)OC)C1=CC(=NN1C1=C(C=C(C=C1)C(N(C)CCCN(C)C)=O)C(C)C)C(=O)NC1(C2CC3CC(CC1C3)C2)C(=O)O 2-[(5-(2,6-dimethoxy-phenyl)-1-{4-[(3-dimethylamino-propyl)-methyl-carbamoyl]-2-isopropyl-phenyl}-1H-pyrazole-3-carbonyl)-amino]-adamantane-2-carboxylic acid